(+)-8-((1S,2R,3S)-3-hydroxy-2-methylcyclopentyl)-6-(difluoromethyl-d)-2-((1-(methylsulfonyl)piperidin-4-yl)amino)pyrido[2,3-d]pyrimidin-7(8H)-one O[C@@H]1[C@@H]([C@H](CC1)N1C(C(=CC2=C1N=C(N=C2)NC2CCN(CC2)S(=O)(=O)C)C([2H])(F)F)=O)C